succinic acid glyceryl-laurate C(C(O)CO)OC(CCCCCCCCCCC)=O.C(CCC(=O)O)(=O)O